CC12OCCC1C1(CCCC(C1=CC2)(C)C)C 3a,6,6,9a-tetramethyl-1,2,3a,4,6,7,8,9,9a,9b-decahydronaphtho[2,1-b]furane